C(C)N1CC2(CN(C2)C=2C=CC(=NC2)NC2=NC=C(C(=N2)C2=CC3=NC=CC(=C3S2)C(C)(C)O)F)C1 2-[2-[2-[[5-(6-Ethyl-2,6-diazaspiro[3.3]heptan-2-yl)pyridin-2-yl]amino]-5-fluoropyrimidin-4-yl]thieno[3,2-b]pyridin-7-yl]propan-2-ol